5-[4-bromo-6-fluoro-2-[(4-methoxyphenyl)methyl]indazol-7-yl]-1,1-dioxo-1,2,5-thiadiazolidin-3-one BrC=1C2=CN(N=C2C(=C(C1)F)N1CC(NS1(=O)=O)=O)CC1=CC=C(C=C1)OC